(S)-20-(4-(((2-amino-4-hydroxypteridin-6-yl)methyl)amino)benzamido)-17-oxo-4,7,10,13-tetraoxa-16-azahenicos-1-yn-21-oic acid NC1=NC2=NC=C(N=C2C(=N1)O)CNC1=CC=C(C(=O)N[C@@H](CCC(NCCOCCOCCOCCOCC#C)=O)C(=O)O)C=C1